(R)-3-(3,4-dimethylphenyl)-8-((1,1-dioxido-2,3-dihydrothiophen-3-yl)amino)-7-fluoroisoquinolin-1(2H)-one CC=1C=C(C=CC1C)C=1NC(C2=C(C(=CC=C2C1)F)N[C@H]1CS(C=C1)(=O)=O)=O